C1(CC1)C1=CC(=C(NC=2N(C(C(=CC2C(=O)N)CC2=C(C(=NC=C2)NS(NC2CC2)(=O)=O)F)=O)C)C=C1)F 2-(4-cyclopropyl-2-fluoroanilino)-5-[[2-(cyclopropylsulfamoylamino)-3-fluoropyridin-4-yl]methyl]-1-methyl-6-oxopyridine-3-carboxamide